BrC1=C(C=CC(=C1)F)[C@H]1[C@@H](COCC1)OC 4-(2-bromo-4-fluorophenyl)-trans-3-methoxytetrahydro-2H-pyran